3-(3-(cyclopropanesulfonamido)-2-fluorobenzyl)-5-fluoro-2-oxo-3,4-dihydro-2H-benzo[e][1,3]oxazin-7-yl dimethylcarbamate CN(C(OC1=CC2=C(CN(C(O2)=O)CC2=C(C(=CC=C2)NS(=O)(=O)C2CC2)F)C(=C1)F)=O)C